FC=1C=C2C(=CNC2=CC1)C[C@@H](C)NC[C@H](C(=O)OC)C methyl (R)-3-(((R)-1-(5-fluoro-1H-indol-3-yl) propan-2-yl) amino)-2-methylpropionate